6-acetyl-2-(1-((5-aminopyridin-2-yl)amino)ethylidene)-7,9-dihydroxy-8,9b-dimethyldibenzo[b,d]furan-1,3(2H,9bH)-dione C(C)(=O)C1=C(C(=C(C=2C3(C(OC21)=CC(C(C3=O)=C(C)NC3=NC=C(C=C3)N)=O)C)O)C)O